(R)-3-((1R,3aS,7aR,E)-4-(2-((3R,5R)-3,5-bis((t-butyldimethylsilyl)oxy)cyclohexylidene)ethylidene)-7a-methyloctahydro-1H-inden-1-yl)butanenitrile [Si](C)(C)(C(C)(C)C)O[C@@H]1CC(C[C@H](C1)O[Si](C)(C)C(C)(C)C)=C\C=C/1\[C@@H]2CC[C@@H]([C@]2(CCC1)C)[C@@H](CC#N)C